2-{2-[(3,4-dimethyl-1,2-thiazol-5-yl)amino]quinazolin-7-yl}-2-azabicyclo[2.2.1]heptan-3-one CC1=NSC(=C1C)NC1=NC2=CC(=CC=C2C=N1)N1C2CCC(C1=O)C2